OC1CC2(CCN(CC2)C(=O)OC(C)(C)C)OC2=C(C(=CC=C12)C(=O)OC)C(=O)OC 1'-(tert-butyl) 7,8-dimethyl 4-hydroxyspiro[chroman-2,4'-piperidine]-1',7,8-tricarboxylate